3-(4,4-difluorohexahydropyridin-1-yl)-5-methylaniline FC1(CCN(CC1)C=1C=C(N)C=C(C1)C)F